diethyl-(2-((4-((4-([1,2,4]Triazolo[1,5-a]pyridin-7-yloxy)-3-methylphenyl)amino)-7-ethoxyquinazolin-6-yl)amino)-1-Fluoro-2-oxoethyl)phosphine C(C)P(C(C(=O)NC=1C=C2C(=NC=NC2=CC1OCC)NC1=CC(=C(C=C1)OC1=CC=2N(C=C1)N=CN2)C)F)CC